5-amino-N-benzyl-2-chloro-N-(2-cyano-4-fluorophenyl)benzamide NC=1C=CC(=C(C(=O)N(C2=C(C=C(C=C2)F)C#N)CC2=CC=CC=C2)C1)Cl